CO[C@@H]1CN(CC1)C(=O)[C@H]1CCCC=2N1C(N(N2)CC2=CC=C(C=C2)C)=O |&1:9| (5RS)-{[(3S)-3-Methoxypyrrolidin-1-yl]carbonyl}-2-(4-methylbenzyl)-5,6,7,8-tetrahydro[1,2,4]triazolo[4,3-a]pyridin-3(2H)-one